COCCO[C@H]1C[C@H](C1)NC1=NN2C(C=N1)=C(C=C2)C=2C=CC=1N(C2)C(=CN1)C(=O)N1CCCC1 (6-(2-((cis-3-(2-methoxyethoxy)cyclobutyl)amino)pyrrolo[2,1-f][1,2,4]triazin-5-yl)imidazo[1,2-a]pyridin-3-yl)(pyrrolidin-1-yl)methanone